3-(5-bromopyrimidinyl)benzyl alcohol BrC=1C=NC(=NC1)C=1C=C(CO)C=CC1